FC=1C(=C(NC2=C(NC3=C2C(NCC3)=O)C3=C(C=NC=C3)OCC3(OCC3)C)C=CC1)OC 3-(3-fluoro-2-methoxyanilino)-2-{3-[(2-methyloxetan-2-yl)methoxy]pyridin-4-yl}-1,5,6,7-tetrahydro-4H-pyrrolo[3,2-c]pyridin-4-one